C(=C)S(=O)(=O)N1[C@@H](CCC1)COC=1C=NC=CC1C1=C(C2=NC=CC=C2N1)C1=CC(=CC=C1)C(F)(F)F 2-(3-{[(2S)-1-(ethenesulfonyl)pyrrolidin-2-yl]methoxy}pyridin-4-yl)-3-[3-(trifluoromethyl)phenyl]-1H-pyrrolo[3,2-b]pyridine